4'-(1,1-dimethylethyl)[1,1'-biphenyl]-4-carbonyl chloride CC(C)(C)C1=CC=C(C=C1)C1=CC=C(C=C1)C(=O)Cl